3-(((3-(diethylamino)propoxy)carbonyl)oxy)pentadecyl-4,4-bis((2-propylpentyl)oxy)butanoate C(C)N(CCCOC(=O)OC(CCOC(CCC(OCC(CCC)CCC)OCC(CCC)CCC)=O)CCCCCCCCCCCC)CC